BrC1=CC(=CC=2N1N=C(C2)C2CC2)C(=O)O 7-bromo-2-cyclopropylpyrazolo[1,5-a]pyridine-5-carboxylic acid